C1(=CC=CC=C1)S(=O)(=O)N1C(=C2CCCC(C2=C1)=O)C1=CC=CC=C1 2-(benzenesulfonyl)-1-phenyl-2,5,6,7-tetrahydro-4H-isoindol-4-one